2,3,4,5-tetrabromohydroquinone BrC1=C(O)C=C(C(C1Br)(O)Br)Br